isopropyl 6-chloro-4-methoxypicolinate ClC1=CC(=CC(=N1)C(=O)OC(C)C)OC